O=C1N=C(C2=NC=NC2=N1)N 2-oxo-adenine